N1=CC(=CC=C1)C=1OC=C(N1)C(=O)N (Pyridin-3-yl)oxazole-4-carboxamide